(1R,2S,3R)-2-ethyl-N-[6-[(3R,4R)-4-(4-fluoro-3-methyl-tetrahydrofuran-3-yl)piperazin-1-yl]-7-methyl-3-isoquinolyl]-3-(1-methylpyrazol-4-yl)cyclopropanecarboxamide C(C)[C@@H]1[C@H]([C@@H]1C=1C=NN(C1)C)C(=O)NC=1N=CC2=CC(=C(C=C2C1)N1CCN(CC1)[C@@]1(COC[C@@H]1F)C)C